(2S,4R)-1-(2-(3-acetyl-5-(pyridazin-4-yl)-1H-indol-1-yl)acetyl)-N-((1S,2S)-2-(benzyloxy)cyclohexyl)-4-fluoropyrrolidine-2-carboxamide C(C)(=O)C1=CN(C2=CC=C(C=C12)C1=CN=NC=C1)CC(=O)N1[C@@H](C[C@H](C1)F)C(=O)N[C@@H]1[C@H](CCCC1)OCC1=CC=CC=C1